C(CCCCCCCCCCCCCCC)[N+]1=CC=CC=C1 1-(1-hexadecyl)pyridinium